BrC1=C(C(=C(C(=C1F)F)C=C)F)F 1-Bromo-2,3,5,6-tetrafluoro-4-vinylbenzene